gamma-guanidinobutyraldehyde N(C(=N)N)CCCC=O